N=1NC(=CC1)C1=NNC=2C1=NC=CC2 3-(2H-pyrazol-3-yl)-1H-pyrazolo[4,3-b]pyridine